C(C)(C)(C)C=1C=C(C=C(C1O)C(C)(C)C)CCC(=O)NC1=CC=C(C=C1)S(=O)(=O)O N-[3-(3,5-di-tert-butyl-4-hydroxyphenyl)propionyl]p-aminobenzenesulfonic acid